ClC1=C(C=CC(=N1)C=O)OCC(C)=O C6-chloro-5-(2-oxopropoxy)pyridinecarboxaldehyde